ethyl (3S)-3-methylpiperidine-3-carboxylate hydrochloride Cl.C[C@]1(CNCCC1)C(=O)OCC